(2-methylbenzyl)-9H-pyrido[2,3-b]indole CC1=C(CC=2C=CC3=C(NC4=CC=CC=C34)N2)C=CC=C1